5-hydroxy-2-(trifluoromethyl)isonicotinic acid OC1=CN=C(C=C1C(=O)O)C(F)(F)F